BrCC1=NC2=C(C=CC=C2C=C1)Cl (bromomethyl)-8-chloroquinoline